FC1=NC=C(C=C1C1=NN2C(OCCC2)=C1C(=O)O)C 2-(2-Fluoro-5-methylpyridin-3-yl)-6,7-dihydro-5H-pyrazolo[5,1-b][1,3]oxazine-3-carboxylic acid